1-(quinoline-2-yl)-L-proline N1=C(C=CC2=CC=CC=C12)N1[C@@H](CCC1)C(=O)O